COC=1C=C(C=CC1OC)C=1NC2=CC=C(C=C2C1C)C1CCNCC1 2-(3,4-dimethoxyphenyl)-3-methyl-5-(piperidin-4-yl)-1H-indole